2-p-cyanophenyl-maleonitrile C(#N)C1=CC=C(C=C1)/C(/C#N)=C/C#N